Racemic-8-chloro-5-(4-{2-[3-(fluoromethyl)azetidin-1-yl]ethoxy}phenyl)-5H-[1]benzopyrano[4,3-c]quinolin-2-ol ClC1=CC2=C(C=C1)C=1C=NC=3C=C(C=CC3C1[C@H](O2)C2=CC=C(C=C2)OCCN2CC(C2)CF)O |r|